pentaglycerine monoerucate C(CCCCCCCCCCC\C=C/CCCCCCCC)(=O)O.OCC(O)CO.OCC(O)CO.OCC(O)CO.OCC(O)CO.OCC(O)CO